C1NC=NCC2=C1C=CC=C2 1,5-dihydro-2,4-benzodiazepine